N,N'-bis-(tert-butoxycarbonyl)-L-cystine C(C)(C)(C)OC(=O)N[C@@H](CSSC[C@@H](C(=O)O)NC(=O)OC(C)(C)C)C(=O)O